(2S,3R,4R,5S)-2-(hydroxymethyl)-1-((1-(2,2,2-trifluoroethyl)piperidin-4-yl)methyl)piperidine-3,4,5-triol OC[C@@H]1N(C[C@@H]([C@H]([C@@H]1O)O)O)CC1CCN(CC1)CC(F)(F)F